CN1CCC(CC1)(OC(CC)=O)C1=CC=CC=C1 1-methyl-4-phenyl-4-propionoxypiperidine